ClC=1C(=C(C=CC1)C=1CCOC2=C(C1C1=CC=C(C=C1)O[C@@H]1CN(CC1)CCCF)C=CC(=C2C)O)C 4-(3-Chloro-2-methylphenyl)-5-[4-[(3S)-1-(3-fluoropropyl)pyrrolidin-3-yl]oxyphenyl]-9-methyl-2,3-dihydro-1-benzoxepin-8-ol